4-((6-(trifluoromethyl)pyridin-2-yl)methyl)-1H-pyrazole-1-carboxylic acid tert-butyl ester C(C)(C)(C)OC(=O)N1N=CC(=C1)CC1=NC(=CC=C1)C(F)(F)F